ClC1=C(C(=O)N2COC3=C(C2)C=CC=C3C3=CC(=C(C(=O)OC)C=C3F)N3C2COCC3CC2)C(=CC(=C1)N1CC(C1)(CO)O)Cl methyl 4-[3-[2,6-dichloro-4-[3-hydroxy-3-(hydroxymethyl)azetidin-1-yl]benzoyl]-2,4-dihydro-1,3-benzoxazin-8-yl]-5-fluoro-2-(3-oxa-8-azabicyclo[3.2.1]octan-8-yl)benzoate